ClCC1=C(C(=CN=N1)NC1C(NC(CC1)=O)=O)F 3-((6-(Chloromethyl)-5-fluoropyridazin-4-yl)amino)piperidine-2,6-dione